N-(4-amino-1H-pyrazolo[4,3-c]pyridin-7-yl)-N'-methyl-N'-[1-[4-(1,1,2,2,2-pentafluoroethyl)phenyl]ethyl]oxamide NC1=NC=C(C2=C1C=NN2)NC(=O)C(=O)N(C(C)C2=CC=C(C=C2)C(C(F)(F)F)(F)F)C